C(C)(C)(C)[C@H]1S[C@@H]([C@H](N1C=O)C(=O)OC)C(C)C methyl (2R,4R,5R)-2-(tert-butyl)-3-formyl-5-isopropylthiazolidine-4-carboxylate